mono-lysine manganese sulfate salt S(=O)(=O)([O-])[O-].[Mn+2].N[C@@H](CCCCN)C(=O)O